7-(benzo[d]thiazol-2-yl)-6-(isoquinolin-6-ylcarbamoyl)-5-methyl-4,7-dihydropyrazolo[1,5-a]pyrimidine-2-carboxylic acid ethyl ester C(C)OC(=O)C1=NN2C(NC(=C(C2C=2SC3=C(N2)C=CC=C3)C(NC=3C=C2C=CN=CC2=CC3)=O)C)=C1